(R,E)-N-(1-(3,5-difluorophenyl)ethyl)-3-(2-(pyridin-2-yl)vinyl)-1H-indazol-5-amine FC=1C=C(C=C(C1)F)[C@@H](C)NC=1C=C2C(=NNC2=CC1)\C=C\C1=NC=CC=C1